(4-amino-3-(methoxymethoxy)phenyl)diethylphosphine oxide NC1=C(C=C(C=C1)P(CC)(CC)=O)OCOC